C(C(O)CO)OCCCCCCCCCC monodecyl glyceryl ether